1-(8-chloro-7-((4-chloro-5-(trifluoromethyl)pyrimidin-2-yl)amino)-1,3,4,5-tetrahydro-2H-benzo[c]azepin-2-yl)-2,2,2-trifluoroethan-1-one ClC=1C(=CC2=C(CN(CCC2)C(C(F)(F)F)=O)C1)NC1=NC=C(C(=N1)Cl)C(F)(F)F